O=C1N(C(C[C@@H](N1)CCC1=CC=CC=C1)=O)C1CC2(CC(C2)OC2=C(C(=O)N)C=CC=N2)C1 2-(((αr)-6-((S)-2,6-dioxo-4-phenethyl-tetrahydropyrimidin-1(2H)-yl)spiro[3.3]heptan-2-yl)oxy)nicotinamide